C1(=CC=CC2=CC=CC=C12)S(=O)(=O)OS(=O)(=O)C1=CC=CC2=CC=CC=C12 naphthylsulfonic anhydride